ClC1=C(OC2CCN(CC2)C(CNC(=O)C=2N=NN(C2)N2CCOCC2)=O)C=C(C=C1)F 1-Morpholin-4-yl-1H-[1,2,3]triazole-4-carboxylic acid {2-[4-(2-chloro-5-fluoro-phenoxy)-piperidin-1-yl]-2-oxo-ethyl}-amide